CN1C2CN(CC1CC2)C=O (8-methyl-3,8-diazabicyclo[3.2.1]octane-3-yl)methanone